triglycerol monoisostearate C(CCCCCCCCCCCCCCC(C)C)(=O)O.OCC(O)CO.OCC(O)CO.OCC(O)CO